CC1=CC(=NC(=C1)[Sn](C)(C)C)N 4-methyl-6-(trimethylstannyl)pyridin-2-amine